Cl.N[C@@H](C(C)C)C(=O)OCC([C@H](C[C@H]1C(NCCC1)=O)NC([C@@H](NC(=O)C=1NC2=C(C=CC=C2C1)F)CC1CC1)=O)=O (3S)-3-{[3-cyclopropyl-N-(7-fluoro-1H-indole-2-carbonyl)-L-alanyl]amino}-2-oxo-4-[(3S)-2-oxopiperidin-3-yl]butyl L-valinate hydrochloride salt